N1(CCCC1)C(COCCN(CCC)C)C 2-[2-(1-pyrrolidinyl)propoxy]ethyl-N-methyl-N-propyl-amine